C(O)([O-])=O.[NH4+].[NH4+].C(O)([O-])=O diammonium hydrogencarbonate